C(C)(C)(C)OC(NC1(CCC1)C(NC1=NC=C(N=C1)OC1=CC=C(C2=C1C1(CC1)CO2)C)=O)=O N-[1-[[5-(7-methyl-spiro[2H-benzofuran-3,1'-cyclopropan]-4-yl)oxypyrazin-2-yl]carbamoyl]cyclobutyl]carbamic acid tert-butyl ester